2-(4-fluorophenyl)-1-(4-{[1,2,4]triazolo[4,3-b]pyridazin-6-yl}piperazin-1-yl)ethan-1-one FC1=CC=C(C=C1)CC(=O)N1CCN(CC1)C=1C=CC=2N(N1)C=NN2